(dl)-6-benzyladenine C(C1=CC=CC=C1)C1(C2=NC=NC2=NC=N1)N